6-methacrylamidohexyl dihydrogen phosphate P(=O)(OCCCCCCNC(C(=C)C)=O)(O)O